C1(CCCCC1)(C1=CC=C(C=C1)O)C1=CC=C(C=C1)O 4,4'-(cyclohexane-1,1-diyl)diphenol